4-((4-(1-Isopropyl-1H-pyrazol-4-yl)pyrimidin-2-yl)((4-(4-isopropylphenyl)bicyclo[2.2.2]octan-1-yl)methyl)carbamoyl)(trans-cyclohexyl) 3-hydroxyazetidine-1-carboxylate OC1CN(C1)C(=O)O[C@@H]1CC[C@H](CC1)C(N(CC12CCC(CC1)(CC2)C2=CC=C(C=C2)C(C)C)C2=NC=CC(=N2)C=2C=NN(C2)C(C)C)=O